n-butyl-11-[(7r,8r,9s,13s,14s,17s)-3,17-dihydroxy-13-methyl-7,8,9,11,12,13,14,15,16,17-decahydro-6h-cyclopenta[a]phenanthren-7-yl]-n-methylundecanamide C(CCC)C(C(=O)NC)CCCCCCCCC[C@@H]1CC=2C=C(C=CC2[C@H]2CC[C@@]3([C@H](CC[C@H]3[C@H]12)O)C)O